C(C)(=O)N1[C@H](C[C@H](C1)C1=CC(=C(C=C1)OC(F)F)OC(C)C)CC=1C(=NC=CC1)C(=O)N (((2R,4S)-1-acetyl-4-(4-(difluoromethoxy)-3-isopropoxyphenyl)pyrrolidin-2-yl)methyl)picolinamide